1-benzyl-N-((1R,4S,7S)-8,8-difluoro-2-methyl-3-oxo-2-azabicyclo[5.1.0]octan-4-yl)-1H-1,2,4-triazole-3-carboxamide C(C1=CC=CC=C1)N1N=C(N=C1)C(=O)N[C@@H]1C(N([C@H]2C([C@H]2CC1)(F)F)C)=O